(s)-7-(2-(benzyloxy)propoxy)-6-(tert-butylsulfonyl)-3-iodoimidazo[1,2-a]pyridine C(C1=CC=CC=C1)O[C@H](COC1=CC=2N(C=C1S(=O)(=O)C(C)(C)C)C(=CN2)I)C